(S)-N-(4-(4-chlorophenyl)thiazol-2-yl)-1-cyano-N-methylpyrrolidine-2-carboxamide ClC1=CC=C(C=C1)C=1N=C(SC1)N(C(=O)[C@H]1N(CCC1)C#N)C